(R)-1-((tert-Butyldiphenylsilyl)oxy)propan-2-ol [Si](C1=CC=CC=C1)(C1=CC=CC=C1)(C(C)(C)C)OC[C@@H](C)O